NC1=CC=C(OC2=CC3=CC(=CC=C3C=C2)OC2=CC=C(C=C2)N)C=C1 2,7-bis(4-aminophenoxy)naphthalene